C(C=1C(O)=CC=CC1)(=O)NC[C@@H]1CC[C@H](CC1)C(=O)O trans-4-(N-salicyloylaminomethyl)cyclohexanecarboxylic acid